tert-butyl N-[[(3R)-1-[4-[(5-cyclopentyl-1H-pyrazol-3-yl)amino]pyrimidin-2-yl]pyrrolidin-3-yl]methyl]carbamate C1(CCCC1)C1=CC(=NN1)NC1=NC(=NC=C1)N1C[C@H](CC1)CNC(OC(C)(C)C)=O